C12(CC3CC(CC(C1)C3)C2)C=2C(=C(C=C(C2)C(C)(C)C)B2OC(C(O2)(C)C)(C)C)OCOC 2-(3-(adamantan-1-yl)-5-(tert-butyl)-2-(methoxymethoxy)phenyl)-4,4,5,5-tetramethyl-1,3,2-dioxaborolane